NCC1=NN=C(S1)C1=C(C=C(C#N)C=C1)OC=1N(N=C(C1)C1=CC=CC=C1)C 4-[5-(aminomethyl)-1,3,4-thiadiazol-2-yl]-3-(2-methyl-5-phenylpyrazol-3-yl)oxybenzonitrile